(S)-2-(((S)-3-(3-chlorophenyl)-6-(piperidin-1-yl)hexyl)(methyl)amino)-2-(3-methyl-2-((1r,4S)-4-(trifluoromethoxy)cyclohexyl)phenyl)acetic acid ClC=1C=C(C=CC1)[C@H](CCN([C@H](C(=O)O)C1=C(C(=CC=C1)C)C1CCC(CC1)OC(F)(F)F)C)CCCN1CCCCC1